FC=1C=CC(=C(C1)O)CNC1=NC=CC=C1C1=NC=C(C=N1)C 5-fluoro-2-(((3-(5-methylpyrimidin-2-yl)pyridin-2-yl)amino)methyl)phenol